ClC1=NC=C(C(=N1)C=1C=C(C=CC1)C1=CC(=C(C=C1)Cl)Cl)Cl 2,5-dichloro-4-(3',4'-dichloro-[1,1'-biphenyl]-3-yl)pyrimidine